ClC=1C(NN=CC1N1CC(CC1)OC1=NC=CC(=C1)N1CCC2(CC(C2)(F)F)CC1)=O 4-chloro-5-(3-((4-(2,2-difluoro-7-azaspiro[3.5]nonan-7-yl)pyridin-2-yl)oxy)pyrrolidin-1-yl)pyridazin-3(2H)-one